NC=1N=NC(=CC1C=1C=NN(C1)C1CCN(CC1)C1CCC(CC1)C=1C(=C(C=CC1)N[C@@H]1C(NC(CC1)=O)=O)F)C1=C(C=CC=C1)O (S)-3-((3-((1r,4S)-4-(4-(4-(3-amino-6-(2-hydroxyphenyl)pyridazin-4-yl)-1H-pyrazol-1-yl)piperidin-1-yl)cyclohexyl)-2-fluorophenyl)amino)piperidine-2,6-dione